(R)-8-((1,4-dioxan-2-yl)methyl)-5-(4-(5-chloro-6-methyl-1H-indazol-4-yl)-5-methyl-1-(2-azaspiro[3.3]heptan-6-yl)-1H-pyrazol-3-yl)-5,8-diazaspiro[3.5]nonane O1[C@@H](COCC1)CN1CCN(C2(CCC2)C1)C1=NN(C(=C1C1=C2C=NNC2=CC(=C1Cl)C)C)C1CC2(CNC2)C1